C(C1=CC=CC=C1)OC(=O)N1C[C@H]2[C@@](C1)([C@@H]([C@@H](C2)OC2=C(C=CC=C2)F)O)O (3aR,4R,5R,6aS)-5-(2-fluorophenoxy)-3a,4-dihydroxyhexahydrocyclopenta[c]pyrrole-2(1H)-carboxylic acid benzyl ester